C(=C)C=1C(=C(C=CC1)C=C)C=C tri-vinyl-benzene